OC1(CC(C1)C(F)(F)F)C1=CC2=C(N=C(N=C2)C=2C=C3C(=NC2)C(NC3)=O)S1 3-(6-(1-hydroxy-3-(trifluoromethyl)cyclobutyl)thieno[2,3-d]pyrimidin-2-yl)-5,6-dihydro-7H-pyrrolo[3,4-b]pyridin-7-one